(6-(cyclopropylsulfonyl)-6H-thieno[2,3-b]pyrrol-5-yl)methanol C1(CC1)S(=O)(=O)N1C2=C(C=C1CO)C=CS2